((tert-butyldimethylsilyl)oxy)hexan-3-ol [Si](C)(C)(C(C)(C)C)OCCC(CCC)O